(3R,4S)-N-(5-fluoro-2-methyl-3-(4,4,5,5-tetramethyl-1,3,2-dioxaborolan-2-yl)phenyl)-3-hydroxy-4-isobutylpyrrolidine-1-carboxamide FC=1C=C(C(=C(C1)NC(=O)N1C[C@@H]([C@H](C1)CC(C)C)O)C)B1OC(C(O1)(C)C)(C)C